6-Maleimidocaproyl-valine C1(C=CC(N1CCCCCC(=O)N[C@@H](C(C)C)C(=O)O)=O)=O